N-[3-(dimethylamino)-propyl]-perfluorosulfonamide CN(CCCNS(=O)(=O)F)C